ethyl ketone (3R)-3-((tert-butoxycarbonyl)amino)-4-oxo-cyclopentanecarboxylate C(C)(C)(C)OC(=O)N[C@@H]1CC(CC1=O)C(=O)O.C(C)C(=O)CC